O=C1C(C2SCC=C(N12)C(=O)O)NC(CC1=CC=CC=C1)=O 8-oxo-7-(2-phenylacetamido)-5-thia-1-azabicyclo[4.2.0]oct-2-ene-2-carboxylic acid